(Racemic)-2'-chloro-N-(5-(3-(difluoromethoxy)cyclohexane-1-carbonyl)-5,6-dihydro-4H-pyrrolo[3,4-d]thiazol-2-yl)-5'-methoxy-6-methyl-[4,4'-bipyridine]-3-carboxamide ClC1=NC=C(C(=C1)C1=C(C=NC(=C1)C)C(=O)NC=1SC2=C(N1)CN(C2)C(=O)C2CC(CCC2)OC(F)F)OC